3-{4-[(2-amino-4-pyrimidinyl)oxy]-2-bromophenyl}-1-[5-(trifluoromethyl)-3-pyridinyl]-2,4-imidazolidinedione NC1=NC=CC(=N1)OC1=CC(=C(C=C1)N1C(N(CC1=O)C=1C=NC=C(C1)C(F)(F)F)=O)Br